(S)-quinuclidin-3-yl((R)-6-(4-methoxy-3,5-dimethylphenyl)-2,2-dimethyl-1,2,3,4-tetrahydronaphthalen-1-yl) carbamate C(N)(O[C@@]1(C(CCC2=CC(=CC=C12)C1=CC(=C(C(=C1)C)OC)C)(C)C)[C@@H]1CN2CCC1CC2)=O